CNC(C1=CC=C(C=C1)C1=NOC(=N1)C(F)(F)F)=O N-methyl-4-[5-(trifluoromethyl)-1,2,4-oxadiazol-3-yl]-benzamide